F[C@@H]1CN(CC1)C1=CC(=C(C=N1)CNC1=NC=NC(=C1)C1=CN=C2N1C=CC=C2)C [6-((S)-3-fluoro-pyrrolidin-1-yl)-4-methyl-pyridin-3-ylmethyl]-(6-imidazo[1,2-a]pyridin-3-yl-pyrimidin-4-yl)-amine